CC=1N=CSC1OCC(CN1CCN(CC1)C1=C(C=CC=C1)OCC(C)(C)C)O ((4-methylthiazol-5-yl)oxy)-3-(4-(2-(neopentyloxy)phenyl)piperazin-1-yl)propan-2-ol